ClC1=CC(=C(OCC2=C(C=CC(=N2)C=2CN(CC2)CC2=NC3=C(N2C[C@H]2OCC2)C=C(C=C3)C(=O)O)F)C=C1)F (S)-2-((3-(6-((4-chloro-2-fluorophenoxy)methyl)-5-fluoropyridin-2-yl)-2,5-dihydro-1H-pyrrol-1-yl)methyl)-1-(oxetan-2-ylmethyl)-1H-benzo[d]imidazole-6-carboxylic acid